2-{4-[(1-methyl-1H-pyrrole-2-carbonyl)-amino]-phenyl}-1H-benzimidazole-5-carboxylic acid ethyl-2-{4-[(1-methyl-1H-pyrrole-2-carbonyl)-amino]-phenyl}-1H-benzimidazole-5-carboxylate C(C)OC(=O)C1=CC2=C(NC(=N2)C2=CC=C(C=C2)NC(=O)C=2N(C=CC2)C)C=C1.CN1C(=CC=C1)C(=O)NC1=CC=C(C=C1)C1=NC2=C(N1)C=CC(=C2)C(=O)O